BrC1=CC=C(C=C1)C1(NC(N(C1=O)CC(=O)OCC)=O)C1=CC=C(C=C1)Br ethyl [4,4-bis(4-bromophenyl)-2,5-dioxoimidazolidin-1-yl]acetate